CC1=CC=C(C=C1)S(=O)(=O)OCC1(CC2(C1)CCC2)COS(=O)(=O)C2=CC=C(C=C2)C spiro[3.3]heptane-2,2-diylbis(methylene) bis(4-methylbenzenesulfonate)